(S)-N-(1-(3-acetamidophenyl)-4-amino-4-oxobutyl)-7-bromo-5-(4-(trifluoromethyl)phenyl)-3,4-dihydroisoquinoline-2(1H)-carboxamide C(C)(=O)NC=1C=C(C=CC1)[C@H](CCC(=O)N)NC(=O)N1CC2=CC(=CC(=C2CC1)C1=CC=C(C=C1)C(F)(F)F)Br